tert-butyl 3-(1-benzyl-6-oxo-1,6-dihydropyridin-3-yl)-4,4-difluoropiperidine-1-carboxylate C(C1=CC=CC=C1)N1C=C(C=CC1=O)C1CN(CCC1(F)F)C(=O)OC(C)(C)C